butyl 3-(1-(4-chloro-7-ethoxy-2-methyl-2H-indazol-6-yl)ethylcarbamoyl)pyrazolo[1,5-a]pyrimidin-2-ylcarbamate ClC=1C2=CN(N=C2C(=C(C1)C(C)NC(=O)C=1C(=NN2C1N=CC=C2)NC(OCCCC)=O)OCC)C